C(CCCCCC(=O)OC1CC(N(C(C1)(C)C)O)(C)C)(=O)OC1CC(N(C(C1)(C)C)O)(C)C bis(1-oxyl-2,2,6,6-tetramethylpiperidin-4-yl) heptanedioate